ClC=1C=C2C=NC(=NC2=CC1C1CCN(CC1)C1COC1)NC=1C=NN(C1Cl)CC1CC1 6-chloro-N-[5-chloro-1-(cyclopropylmethyl)-1H-pyrazol-4-yl]-7-[1-(oxetan-3-yl)piperidin-4-yl]quinazolin-2-amine